[1-[4-[methyl(tetra-hydropyran-4-yl)amino]-5-oxido-6,7-dihydro-thieno[3,2-d]pyrimidin-5-ium-2-yl]azetidin-3-yl] 4-methylbenzoate CC1=CC=C(C(=O)OC2CN(C2)C=2N=C(C3=C(N2)CC[S+]3[O-])N(C3CCOCC3)C)C=C1